Cl.[Cl-].[NH4+] ammonium chloride-HCl